[Ag+].[In+3] indium (Iii) silver